C(C=C)(=O)[O-].[Ca+2].O1COC2=C1C=CC=C2CNCC=2SC=CC2.C(C=C)(=O)[O-] 1-(1,3-benzodioxol-4-yl)-N-(2-thienylmethyl)methanamin calcium acrylate salt